CC=1C=CC(=C(C1)S(=O)(=O)N)C(=C)C1=CC=CC=C1 5-methyl-2-(1-phenylvinyl)phenylsulfonamide